(3-oxabicyclo[4.1.0]heptan-6-yl)trifluoroborate potassium salt [K+].C12COCCC2(C1)[B-](F)(F)F